6-bromo-N2-(1-(5-methylquinolin-6-yl)ethyl)pyrazine-2,3-diamine BrC1=CN=C(C(=N1)NC(C)C=1C(=C2C=CC=NC2=CC1)C)N